1-((7R)-7-Amino-2-azabicyclo[2.2.1]heptan-2-yl)(2-(1-(cyclopropylmethyl)-6-(3-fluoro-3-(hydroxymethyl)azetidin-1-yl)-1H-indol-2-yl)-3-methylpyrazolo[1,5-a]pyridin-6-yl)methanone N[C@H]1C2N(CC1CC2)C(=O)C=2C=CC=1N(C2)N=C(C1C)C=1N(C2=CC(=CC=C2C1)N1CC(C1)(CO)F)CC1CC1